tert-butyl ((1H-pyrrolo[3,2-c]pyridine-2-yl)methyl)carbamate N1C(=CC=2C=NC=CC21)CNC(OC(C)(C)C)=O